2-(2-(dimethylamino)ethyl)-5-nitroisoindoline CN(CCN1CC2=CC=C(C=C2C1)[N+](=O)[O-])C